1-(5-(3,4-difluoro-2-(2-(1,3,5-trimethyl-1H-pyrazol-4-yl)ethoxy)phenyl)-1-methyl-1H-indazol-3-yl)-N,N-dimethylmethanamine FC=1C(=C(C=CC1F)C=1C=C2C(=NN(C2=CC1)C)CN(C)C)OCCC=1C(=NN(C1C)C)C